6-((5-chloro-3-(2,2,2-trifluoroethoxy)pyridin-2-yl)oxy)-1-methyl-N-(3-methyl-1,1-dioxidothietan-3-yl)-1H-benzo[d]imidazole-2-carboxamide ClC=1C=C(C(=NC1)OC=1C=CC2=C(N(C(=N2)C(=O)NC2(CS(C2)(=O)=O)C)C)C1)OCC(F)(F)F